2-amino-2-hydroxymethyl-1,3-propanediol linoleate C(CCCCCCC\C=C/C\C=C/CCCCC)(=O)OCC(CO)(CO)N